NC1=NC=NC(=C1C=O)N 4,6-diaminopyrimidine-5-formaldehyde